4-methyl-4-cyclohexene-1,2-dicarboxylic acid calcium salt [Ca+2].CC=1CC(C(CC1)C(=O)[O-])C(=O)[O-]